(3-{2-[(S)-phenyl((3R)-1H,2H,3H,4H-pyrido[2,3-b]pyrazin-3-yl)methoxy]ethyl}phenyl)acetic acid C1(=CC=CC=C1)[C@H](OCCC=1C=C(C=CC1)CC(=O)O)[C@H]1CNC2=C(N1)N=CC=C2